6-(7-cyano-1H-indol-3-yl)-2-methoxypyridine-3-carboxamide C(#N)C=1C=CC=C2C(=CNC12)C1=CC=C(C(=N1)OC)C(=O)N